N1N=CC(=C1)CNC1CCC(CC1)NC1=NC=C(C(=N1)C=1C=NN(C1CC1CC1)C)Cl (1r,4r)-N1-((1H-pyrazol-4-yl)methyl)-N4-(5-chloro-4-(5-(cyclopropylmethyl)-1-methyl-1H-pyrazol-4-yl)pyrimidin-2-yl)cyclohexane-1,4-diamine